ClC1=NC=C(C(=N1)C1=CN=C2N1C=C(C=C2)C(F)(F)F)Cl 3-(2,5-dichloropyrimidin-4-yl)-6-(trifluoromethyl)imidazo[1,2-a]Pyridine